2,5-bis-(4-methylphenylamino)terephthalic acid CC1=CC=C(C=C1)NC1=C(C(=O)O)C=C(C(=C1)C(=O)O)NC1=CC=C(C=C1)C